2-amino-3-cyano-4-(2-fluorophenyl)-7-(dimethylamino)-4H-benzopyran NC=1OC2=C(C(C1C#N)C1=C(C=CC=C1)F)C=CC(=C2)N(C)C